N1CC(C1)N1CC2CN(CC2C1)C 2-(azetidin-3-yl)-5-methyl-octahydropyrrolo[3,4-c]pyrrole